BrC=1C=C2C(=NC1Cl)CCC2 3-bromo-2-chloro-6,7-dihydro-5H-cyclopenta[b]pyridine